(S)-1-[(3aR,5S,6aR)-2,2-dimethyl-3a,5,6,6a-tetrahydrofuro[2,3-d][1,3]dioxol-5-yl]propan-1-ol CC1(O[C@H]2[C@@H](O1)O[C@@H](C2)[C@H](CC)O)C